3-(4-fluoro-2-methoxy-3-methylphenyl)-5-methyl-5-(trifluoromethyl)-4,5-dihydrofuran-2-carboxylic acid ethyl ester C(C)OC(=O)C=1OC(CC1C1=C(C(=C(C=C1)F)C)OC)(C(F)(F)F)C